N-(2-chloro-6-fluorophenyl)-5-fluoro-4-(3-oxo-5,6-dihydro-3H-[1,2,4]triazolo[3,4-c][1,4]oxazin-2(8H)-yl)-2-{[(2S)-1,1,1-trifluoropropan-2-yl]oxy}benzamide ClC1=C(C(=CC=C1)F)NC(C1=C(C=C(C(=C1)F)N1N=C2COCCN2C1=O)O[C@H](C(F)(F)F)C)=O